ClC1=C(C=CC(=C1)O)B(O)O (2-chloro-4-hydroxyphenyl)boronic acid